([1,1'-biphenyl]-4-yl)-10-bromoanthracene-1,2,3,4,5,6,7,8-d8 C1(=CC=C(C=C1)C=1C2=C(C(=C(C(=C2C(=C2C(=C(C(=C(C12)[2H])[2H])[2H])[2H])Br)[2H])[2H])[2H])[2H])C1=CC=CC=C1